C(C(C)C)P(CC(C)C)(CC(C)C)=S triisobutyl-phosphine sulphide